N,N,N'-tris(hydroxyisopropyl)-pentanediamine OC(C)(C)N(C(CCCC)NC(C)(C)O)C(C)(C)O